C(C1=CC=CC=C1)OCC1C([C@@H]1F)C(=O)NC1=CC=C2C(=N1)N(C=C2C2=C(C=CC=C2OC)OC)COCC[Si](C)(C)C trans-2-((benzyloxy)methyl)-N-(3-(2,6-dimethoxyphenyl)-1-((2-(trimethylsilyl)ethoxy)methyl)-1H-pyrrolo[2,3-b]pyridin-6-yl)-3(R)-fluorocyclopropane-1-carboxamide